O=C1C(COCC1)CCC(=O)OC(C)C isopropyl 3-(4-oxotetrahydro-2H-pyran-3-yl)propanoate